tert-butyl ((1r,3r)-3-(4-fluoro-3-(prop-1-en-2-yl)phenoxy)cyclobutyl)carbamate FC1=C(C=C(OC2CC(C2)NC(OC(C)(C)C)=O)C=C1)C(=C)C